BrC(C(C(=O)OCC)=O)CCC ethyl 3-bromo-2-oxohexanoate